2-(2,6-dioxo-3-piperidyl)-5-[4-[[(4R)-2-oxo-4-(piperazin-1-ylmethyl)-1-piperidyl]methyl]-1-piperidyl]isoindoline-1,3-dione O=C1NC(CCC1N1C(C2=CC=C(C=C2C1=O)N1CCC(CC1)CN1C(C[C@@H](CC1)CN1CCNCC1)=O)=O)=O